S-NONYL-CYSTEINE C(CCCCCCCC)SC[C@H](N)C(=O)O